CC(C)=CCC\C(\C)=C/C=O z-citral